BrC=1C2(C3=C(C=CC=C3C1)F)CCC1(CC2)NC(NC1=O)=O bromo-7''-fluorodispiro[imidazolidine-4,1'-cyclohexane-4',1''-indene]-2,5-dione